ClC[C@H](COC1=C(C=C(C=C1)C(C)(C)C1=CC=C(C=C1)OC[C@@H](CN1C=NC=C1)O)I)O (S)-1-chloro-3-(4-(2-(4-((R)-2-hydroxy-3-(1H-imidazol-1-yl)propoxy)phenyl)propan-2-yl)-2-iodophenoxy)propan-2-ol